1,2,4,5-tetra-thiolane S1SCSS1